C(C)(C)(C)OC(C#CC=1N2C(CN(C=3C=CC=C(C1)C23)C(=O)OC(C)(C)C)CC)=O tert-butyl 2-(3-tert-butoxy-3-oxo-prop-1-ynyl)-11-ethyl-1,9-diazatricyclo[6.3.1.04,12]dodeca-2,4,6,8(12)-tetraene-9-carboxylate